CN1C=NC(=C1)B1OC(C(O1)(C)C)(C)C 1-methyl-4-(4,4,5,5-tetramethyl-1,3,2-dioxaborolan-2-yl)imidazole